(E)-3-(4-ethoxy-3-hydroxyphenyl)-2-(3,4,5-trimethoxyphenyl)acrylic acid C(C)OC1=C(C=C(C=C1)/C=C(/C(=O)O)\C1=CC(=C(C(=C1)OC)OC)OC)O